C(C)C1=NN(C2=NC(=NC(=C21)NCC2=CC=C(C=C2)F)C=2C=CC(=C(C(=O)OCC)C2)F)C ethyl 5-(3-ethyl-4-((4-fluorobenzyl)amino)-1-methyl-1H-pyrazolo[3,4-d]pyrimidin-6-yl)-2-fluorobenzoate